C([2H])([2H])([2H])C1=C(N=NC(=C1)NC(=O)[C@@H]1CC12CC2)C(=O)N (2H3)methyl-6-[(1R)-spiro[2.2]pentane-1-amido]pyridazine-3-carboxamide